ClC1=CC2=C(NC(=N2)C2=CC(=NN2CC2=CC=C(C=C2)OC)N)C=C1 5-(5-Chloro-1H-benzimidazol-2-yl)-1-[(4-methoxyphenyl)-methyl]pyrazol-3-amine